9-cyclopentyl-N8-phenyl-9H-purine-2,8-diamine C1(CCCC1)N1C2=NC(=NC=C2N=C1NC1=CC=CC=C1)N